C(C)(C)(C)OC(=O)N1C[C@H](CCC1)C(NC1CC1)=O.C[Si](OC(C#C)(C)C)(OC(C#C)(C)C)OC(C#C)(C)C methyl-tris-(3-methyl-1-butyn-3-oxy)silane tert-butyl-(S)-3-(cyclopropylcarbamoyl)piperidine-1-carboxylate